C(#C)C1=C2C(=CN=CC2=CC=C1F)C1=C(C=2N=C(N=C(C2C=N1)N(C[C@H]1NCCCC1)C)N1CCC(CC1)(O)C)F (S)-1-(7-(5-ethynyl-6-fluoroisoquinolin-4-yl)-8-fluoro-4-(methyl(piperidin-2-ylmethyl)amino)pyrido[4,3-d]pyrimidin-2-yl)-4-methylpiperidin-4-ol